O[C@@H]1[C@H](CCCC1)NC(=O)C=1C=CC(=C(C1)NC(=O)C=1C=NC=C(C1)OC1=NC=CC=N1)C N-(5-{[(1S,2S)-2-hydroxycyclohexyl]carbamoyl}-2-methylphenyl)-5-[(pyrimidin-2-yl)oxy]pyridine-3-carboxamide